OC(CC=1C=C(C=O)C=CC1O)C(C)(C)O 3-(2,3-dihydroxy-3-methylbutyl)-4-hydroxybenzaldehyde